(1R,2S,5S)-N-((1S)-1-Cyano-2-(2-oxoindolin-3-yl)ethyl)-3-((S)-3,3-dimethyl-2-(2,2,2-trifluoroacetamido)butanoyl)-6,6-dimethyl-3-azabicyclo[3.1.0]hexane-2-carboxamide C(#N)[C@H](CC1C(NC2=CC=CC=C12)=O)NC(=O)[C@@H]1[C@H]2C([C@H]2CN1C([C@H](C(C)(C)C)NC(C(F)(F)F)=O)=O)(C)C